((3-chloro-5-methoxypyridin-2-yl)methyl)-4-(5-(5-fluoro-2-methylpyridin-4-yl)-1H-pyrazole-3-carbonyl)-4-azaspiro[2.5]octane-7-carboxamide ClC=1C(=NC=C(C1)OC)CC1CC12N(CCC(C2)C(=O)N)C(=O)C2=NNC(=C2)C2=CC(=NC=C2F)C